trans-1,4-cyclohexanedicarboxylate [C@H]1(CC[C@H](CC1)C(=O)[O-])C(=O)[O-]